3-(5-(3-benzhydryl-3,6-diazabicyclo[3.1.1]heptane-6-carbonyl)-6-fluoro-1-oxoisoindolin-2-yl)piperidine-2,6-dione C(C1=CC=CC=C1)(C1=CC=CC=C1)N1CC2N(C(C1)C2)C(=O)C=2C=C1CN(C(C1=CC2F)=O)C2C(NC(CC2)=O)=O